ClC1=CC(=C(C(=O)N2C[C@H](N(CC2)C=2C=CC(=NC2C(=O)NCCN(C)C)C=2C(=NC=CC2)OCC)CC)C=C1)C#N 5-[(2R)-4-(4-chloro-2-cyanobenzoyl)-2-ethylpiperazin-1-yl]-N-[2-(dimethylamino)ethyl]-2'-ethoxy-[2,3'-bipyridine]-6-carboxamide